(3,5-dichlorophenyl)-4-isopropoxyquinolin-3-amine ClC=1C=C(C=C(C1)Cl)C1=NC2=CC=CC=C2C(=C1N)OC(C)C